2,4-bis(4-methoxyphenyl)-1,3,2,4-dithiadiphosphetan-2,4-disulfid COC1=CC=C(C=C1)P1(SP(S1)(C1=CC=C(C=C1)OC)=S)=S